NCC#CC1=CC=C(CN2C[C@@H](N(C3=CC=C(C=C23)F)C(C)=O)C)C=C1 (S)-1-(4-(4-(3-aminoprop-1-yn-1-yl)benzyl)-6-fluoro-2-methyl-3,4-dihydroquinoxalin-1(2H)-yl)ethan-1-one